BrC=1C=C(C=CC1OC1=CC(=C(C=C1)C1=NC2=C(N1)C=C(C=C2)C(NC(C)C)=N)F)C2=NC1=C(N2)C=C(C=C1)C(NC(C)C)=N 2-(3-Bromo-4-(3-fluoro-4-(6-(N-isopropylcarbamimidoyl)-1H-benzo[d]imidazol-2-yl)phenoxy)phenyl)-N-isopropyl-1H-benzo[d]imidazole-6-carboximidamide